((2-(((3S,6S,9aS)-3-(3-(1H-benzo[d]imidazol-2-yl)azetidine-1-carbonyl)-5-oxooctahydro-1H-pyrrolo[1,2-a]azepin-6-yl)carbamoyl)benzo[b]thiophen-5-yl)difluoromethyl)phosphonic acid N1C(=NC2=C1C=CC=C2)C2CN(C2)C(=O)[C@@H]2CC[C@H]1N2C([C@H](CCC1)NC(=O)C1=CC2=C(S1)C=CC(=C2)C(F)(F)P(O)(O)=O)=O